C(#N)C1=CC=CC(=N1)C(CC1=CC=C(C=N1)NC(CC1=CC=C(C=C1)S(=O)(=O)CC)=O)(C)C N-(6-(2-(6-cyanopyridin-2-yl)-2-Methylpropanyl)pyridin-3-yl)-2-(4-(ethylsulfonyl)phenyl)acetamide